(7-(4-chlorophenyl)-2-toluenesulfonyl-2,3,3a,6-tetrahydro-1H-isoindol-4-yl)methanol ClC1=CC=C(C=C1)C=1CC=C(C2CN(CC12)S(=O)(=O)CC1=CC=CC=C1)CO